C12C(CC(C=C1)C2)CCCCC2OC2 (4-(bicyclo[2.2.1]hept-5-en-2-yl)butyl)oxirane